FC1=C(C=CC(=C1)F)N1N=CC(=C1)C(CC)=O 1-(1-(2,4-difluorophenyl)-1H-pyrazol-4-yl)propan-1-one